(3R,4R)-4-((R)-5H-imidazo[5,1-a]isoindol-5-yl)-2,2,5,5-tetramethyltetrahydrofuran-3-ol C=1N=CN2C1C1=CC=CC=C1[C@H]2[C@@H]2[C@H](C(OC2(C)C)(C)C)O